2,4,6-triallyl-phenol C(C=C)C1=C(C(=CC(=C1)CC=C)CC=C)O